N1C=CC2=CC=C(C=C12)NC1=CC=C(C(=N1)OC)CO {6-[(1H-indol-6-yl)amino]-2-methoxypyridin-3-yl}methanol